NC1=CC=C(C=C1)C1CCN(CC1)C1CC2(CN(C2)C2=NC=C(C=N2)C=2C=C3C(=NC2)NC=C3C(C3=C(C(=CC=C3F)NS(N(C)CC)(=O)=O)F)=O)C1 5-[2-[6-[4-(4-aminophenyl)-1-piperidyl]-2-azaspiro[3.3]heptan-2-yl]pyrimidin-5-yl]-3-[3-[[ethyl(methyl)sulfamoyl]amino]-2,6-difluoro-benzoyl]-1H-pyrrolo[2,3-b]pyridine